C(C1=CC=CC=C1)N(C(=O)C1=NNC2=CC(=C(C=C12)Cl)Cl)C1CCN(CC1)CCCC N-benzyl-N-(1-butylpiperidin-4-yl)-5,6-dichloro-1H-indazole-3-carboxamide